ethyl (S)-3-amino-3-(3'-methylbiphenyl-3-yl)propanoate N[C@@H](CC(=O)OCC)C=1C=C(C=CC1)C1=CC(=CC=C1)C